COC(=O)C1=NC(=NC(=C1OC)N)C1=C(C(=C(C=C1)C=O)F)F 6-amino-2-(2,3-difluoro-4-formylphenyl)-5-methoxypyrimidine-4-carboxylic acid methyl ester